C(C)(C)(C)OC(=O)NC1CC2=C(SC(=C2)C(=O)O)C1 5-(tert-butoxycarbonylamino)-5,6-dihydro-4H-cyclopenta[b]thiophene-2-carboxylic acid